ClC=1C=C(C=NC1C=1OC=NN1)NC(=O)C=1C=NN(C1C(F)(F)F)C1=CN=CC2=CC=CC=C12 N-(5-chloro-6-(1,3,4-oxadiazol-2-yl)pyridin-3-yl)-1-(isoquinolin-4-yl)-5-(trifluoromethyl)-1H-pyrazole-4-carboxamide